FC=1C=CC2=C([C@H](CO2)CC(=O)NC2=CC=C(C=C2)[C@H](C)N2C(=NC=C2)C)C1 |o1:6| 2-((R*)-5-fluoro-2,3-dihydrobenzofuran-3-yl)-N-(4-((S)-1-(2-methyl-1H-imidazol-1-yl)ethyl)phenyl)acetamide